N1C(=CCC2=CC=CC=C12)C1=C(C#N)C=CC=C1 1,4-dihydroquinolin-2-yl-benzonitrile